[6-(2-chloro-5-fluorophenyl)-3-cyano-8-oxo-1,6,7,8-tetrahydropyrrolo[4,3-g]indazol-5-yl]benzo[d][1,2]thiazole-3-carboxamide ClC1=C(C=C(C=C1)F)C1NC(C=2C1=C(C=C1C(=NNC21)C#N)C2=CC=CC1=C2C(=NS1)C(=O)N)=O